OCC1([C@@H](O)[C@H](O)[C@H](O1)CO)O[Se](=O)[O-] fructosylselenite